O=C1NC(CCC1N1C(C2=CC=C(C=C2C1)CNC1=CC=C(C=C1)NC1=NC=C(C(=N1)NCC=1C=C(C=CC1)N(S(=O)(=O)C)C)C(F)(F)F)=O)=O N-(3-(((2-((4-(((2-(2,6-dioxopiperidin-3-yl)-1-oxoisoindolin-5-yl)methyl)amino)phenyl)amino)-5-(trifluoromethyl)pyrimidin-4-yl)amino)methyl)phenyl)-N-methylmethanesulfonamide